(3R,5R)-5-methyl-1-(5-(1-methyl-1H-pyrazol-5-yl)-3-(1H-pyrazol-5-yl)-1-(2,2,2-Trifluoroethyl)-1H-pyrazolo[4,3-b]pyridin-7-yl)pyrrolidin-3-ol C[C@@H]1C[C@H](CN1C1=C2C(=NC(=C1)C1=CC=NN1C)C(=NN2CC(F)(F)F)C2=CC=NN2)O